ClCC1=NC=2C(=NC(=CC2)C(=O)[O-])N1C[C@H]1OCC1 |r| 2-(Chloromethyl)-3-[[rac-(2S)-oxetan-2-yl]methyl]imidazo[4,5-b]pyridine-5-carboxylate